ClC1=C(C=CC(=C1)C=O)C1=CC(=CC=C1)Cl 2,3'-dichloro-[1,1'-biphenyl]-4-carbaldehyde